NC=1N=CC=C2C(=CN=CC12)NC(C(N1[C@H](CC[C@@H](C1)C)C=1C=CC2=C(N=C(S2)C2CN(CCC2)C)C1)=O)=O N-(8-amino-2,7-naphthyridin-4-yl)-2-oxo-2-[(2R,5S)-5-methyl-2-[2-(1-methyl-3-piperidyl)-1,3-benzothiazol-5-yl]-1-piperidyl]acetamide